COC(C1=CC(=C(C=C1)S(=O)(=O)CC1=CN=CO1)C#CC1=CC=C(C=C1)F)=O.FC1=CC=C(C=C1)C#CC=1C=C(C(=O)O)C=CC1S(=O)(=O)CC1=CN=CO1 3-((4-fluorophenyl)ethynyl)-4-((oxazol-5-ylmethyl)sulfonyl)benzoic acid Methyl-3-((4-fluorophenyl)ethynyl)-4-((oxazol-5-ylmethyl)sulfonyl)benzoate